BrC=1C(=C(C(=CC1)F)[C@H]([C@@H](C=1OC(NN1)=O)NS(=O)(=O)C1=C(C(=O)N)C=C(C=C1)C(F)(F)F)C)C 2-(N-((1S,2R)-2-(3-bromo-6-fluoro-2-methylphenyl)-1-(5-oxo-4,5-dihydro-1,3,4-oxadiazol-2-yl)propyl)sulfamoyl)-5-(trifluoromethyl)benzamide